C1(=CC=CC=C1)[C@@H]1CC[C@H]2OC3(C(N21)=O)CCN(CC3)C(=O)C3=C(C=C(C=C3F)F)F (5'S,7a'R)-5'-phenyl-1-(2,4,6-trifluorobenzene-1-carbonyl)tetrahydro-3'H-spiro[piperidine-4,2'-pyrrolo[2,1-b][1,3]oxazol]-3'-one